dihydro-pyranopyridine O1CCCC2=C1C=CC=N2